C(#N)C=1C=CC(=C2C3(NC(NC12)=O)CCCCC3)O[C@@H]3C[C@H](C3)C(=O)O trans-3-[(8'-cyano-2'-oxo-2',3'-dihydro-1'H-spiro[cyclohexane-1,4'-quinazolin]-5'-yl)oxy]cyclobutanecarboxylic acid